1-{(1R)-1-[(4-Methoxybenzyl)amino]ethyl}cyclopropanol COC1=CC=C(CN[C@H](C)C2(CC2)O)C=C1